C(#N)C1(CCNCC1)C(=O)NC=1C=CC(=NC1)C=1N=NN(C1NC(O[C@H](C)C=1C(=NC=C(C1)F)F)=O)C (R)-1-(2,5-difluoropyridin-3-yl)ethyl (4-(5-(4-cyanopiperidine-4-carboxamido)pyridin-2-yl)-1-methyl-1H-1,2,3-triazol-5-yl)carbamate